Ethyl 4-(1-(2,6-dichlorophenyl) ethoxy)-5-(methylcarbamoyl)-1H-pyrrole-2-carboxylate ClC1=C(C(=CC=C1)Cl)C(C)OC=1C=C(NC1C(NC)=O)C(=O)OCC